Pyruvaldehyde bis(amidinohydrazone) C(N)(=N)NN=C(C=NNC(N)=N)C